FC=1C=CC(=C(C1)C1=CC(=C(N=N1)NC1C[C@@H]2[C@@H](CN(C2)C[C@H]2COCC2)C1)C#N)C 6-(5-fluoro-2-methylphenyl)-3-(((3aR,5s,6aS)-2-(((S)-tetrahydrofuran-3-yl)methyl)octahydro-cyclopenta[c]pyrrol-5-yl)amino)pyridazine-4-carbonitrile